5-(3-(6-(2-(pyridin-2-yl)acetamido)pyridazin-3-yl)pyrrolidin-1-yl)-1,3,4-thiadiazole-2-carboxamide N1=C(C=CC=C1)CC(=O)NC1=CC=C(N=N1)C1CN(CC1)C1=NN=C(S1)C(=O)N